N[C@H](CO)C([2H])([2H])[2H] (S)-2-aminopropane-3,3,3-d3-1-ol